C1(CC1)C1(CN(C1)C=1C=C2C(=CC=NC2=CC1)C(=O)O)C 6-(3-cyclopropyl-3-methylazetidin-1-yl)quinoline-4-carboxylic acid